6-bromohexyl (8-methylnonyl) carbonate C(OCCCCCCBr)(OCCCCCCCC(C)C)=O